5,7-dibromo-3-methyl-1-(oxetan-3-yl)pyrazolo[4,3-b]pyridine BrC1=CC(=C2C(=N1)C(=NN2C2COC2)C)Br